(R)-((7-bromo-2,3-dihydrobenzo[b][1,4]dioxin-2-yl)methoxy)(tert-butyl)dimethylsilane BrC=1C=CC2=C(O[C@H](CO2)CO[Si](C)(C)C(C)(C)C)C1